Tert-butyl carbamate ditrifluoroacetate FC(C(=O)O)(F)F.FC(C(=O)O)(F)F.C(N)(OC(C)(C)C)=O